4,4,4-trifluorobutanethioamide FC(CCC(N)=S)(F)F